N[C@@H](CC1=CNC=N1)C(=O)NCC(=O)N[C@@H](C(C)C)C(=O)N[C@@H](CO)C(=O)NCC(=O)N[C@@H](CC1=CNC=N1)C(=O)NCC(=O)N[C@@H](CCC(N)=O)C(=O)N[C@@H](CC1=CNC=N1)C(=O)NCC(=O)N[C@@H](C(C)C)C(=O)N[C@@H](CC1=CNC=N1)C(=O)NCC(=O)O histidyl-glycyl-valyl-seryl-glycyl-histidyl-glycyl-glutaminyl-histidyl-glycyl-valyl-histidyl-glycine